C(C)(C)(C)OC(=O)N1CC2(CCCC2)[C@](CC1)(OC)CN1C(C=C(C=C1)Cl)=O (S)-10-((4-chloro-2-oxopyridin-1(2H)-yl)methyl)-10-methoxy-7-azaspiro[4.5]Decane-7-carboxylic acid tert-butyl ester